ClC1=C(C=C(CN2[C@H](CN(CC2)C(=O)N2N=C(C=C2)NS(=O)(=O)C)C)C=C1)C1CCCC1 (S)-N-(1-(4-(4-Chloro-3-cyclopentylbenzyl)-3-methylpiperazine-1-carbonyl)-1H-pyrazol-3-yl)methanesulfonamide